6-acetyl-N-(2-(4,4-difluorocyclohexyl)-4-(2,5-difluorophenyl)pyridin-3-yl)-5-fluoronicotinamide C(C)(=O)C1=NC=C(C(=O)NC=2C(=NC=CC2C2=C(C=CC(=C2)F)F)C2CCC(CC2)(F)F)C=C1F